NC1=NC=CC2=CC=C(C=C12)C1=CC2=C(N(N=C2C=C1)[C@@H]1CN(CC1)CCO)COC1=C(C=CC=C1)CC(=O)OCC (S)-ethyl 2-(2-((5-(1-aminoisoquinolin-7-yl)-2-(1-(2-hydroxyethyl)pyrrolidin-3-yl)-2H-indazol-3-yl)methoxy)phenyl)acetate